5-phenylamino-1-(4-vinylbenzyl)-1H-1,2,4-triazole C1(=CC=CC=C1)NC1=NC=NN1CC1=CC=C(C=C1)C=C